CC1=CC([N-]S(O1)(=O)=O)=O 6-methyl-2,2-dioxo-1-oxa-2lambda6-thia-3-azanidacyclohex-5-en-4-one